O-benzoyl-N,N-dimethylhydroxylamine C(C1=CC=CC=C1)(=O)ON(C)C